N-[6-(difluoromethyl)-2-pyridyl]-2-[4-[[[1-[4-(2,6-dioxo-3-piperidyl)phenyl]-3,3-difluoro-4-piperidyl]-methyl-amino]methyl]cyclohexyl]-7-isopropoxy-imidazo[1,2-a]pyridine-6-carboxamide FC(C1=CC=CC(=N1)NC(=O)C=1C(=CC=2N(C1)C=C(N2)C2CCC(CC2)CN(C)C2C(CN(CC2)C2=CC=C(C=C2)C2C(NC(CC2)=O)=O)(F)F)OC(C)C)F